2-(3,5-dichloro-4-(4-hydroxy-3-(1H-imidazol-1-yl)benzyl)phenoxy)-N-methylacetamide ClC=1C=C(OCC(=O)NC)C=C(C1CC1=CC(=C(C=C1)O)N1C=NC=C1)Cl